ClC1=CC(=C(NC=2C(=C(C=NC2)CC#N)C)C=C1)F 2-[5-(4-chloro-2-fluoro-anilino)-4-methyl-3-pyridyl]acetonitrile